N1N=CC=2C=NC=C(C21)C(=O)O 1H-pyrazolo[4,3-c]pyridine-7-carboxylic acid